N[C@H](CC1=C(C2=NC(=CC(=C2O1)NCC=1SC=CC1)C#CC)C#CC)C 2-[(2S)-2-aminopropyl]-3,5-bis(prop-1-yn-1-yl)-N-(thiophen-2-ylmethyl)furo[3,2-b]pyridin-7-amine